CC(CCCCCCCCCCOCC[O-])C 2-(11-methyldodecyloxy)ethanolate